N-[3-(phenylamino)-4-oxo-6-phenoxy-4H-1-benzopyran-7-yl]methanesulfonamide tert-butyl-(R)-3-((methylsulfonyl)oxy)pyrrolidine-1-carboxylate C(C)(C)(C)OC(=O)N1C[C@@H](CC1)OS(=O)(=O)C.C1(=CC=CC=C1)NC1=COC2=C(C1=O)C=C(C(=C2)NS(=O)(=O)C)OC2=CC=CC=C2